(R)-4,4,4-trifluoro-3-(4-fluorophenyl)-3-hydroxy-N-(1-(3-(2,2,2-trifluoroethoxy)-phenyl)cyclopropyl)butanamide FC([C@](CC(=O)NC1(CC1)C1=CC(=CC=C1)OCC(F)(F)F)(O)C1=CC=C(C=C1)F)(F)F